C(C)OC(C[C@H](N[S@](=O)C(C)(C)C)C1=C(C(=CC(=C1)Br)C(F)F)F)=O.N1=CC=NC2=CC(=CC=C12)C(C)C1N(CCNC1)C1=CC(=NC=C1)C(=O)N 4-(1-(quinoxalin-6-yl)ethyl-piperazin-1-yl)picolinamide ethyl-(S)-3-(5-bromo-3-(difluoromethyl)-2-fluorophenyl)-3-(((R)-tert-butylsulfinyl)amino)propanoate